BrC1=CC=C(C=C1)C1=C(C(C(=C1C1=CC=C(C=C1)Br)C1=CC=C(C=C1)O)=O)C1=CC=C(C=C1)O 3,4-bis(4-bromophenyl)-2,5-bis(4-hydroxyphenyl)-2,4-cyclopentadien-1-one